Cl.FCCCN1CC(C1)=CC1=CC=C(C=C1)C1=C(CCCC2=C1C=CC(=C2)C(=O)O)C2=CC(=CC=C2)C(F)(F)F 9-(4-((1-(3-fluoropropyl)azetidin-3-ylidene)methyl)phenyl)-8-(3-(trifluoromethyl)phenyl)-6,7-dihydro-5H-benzo[7]annulene-3-carboxylic acid hydrochloride